4-(cyclobutylamino)-2-((2-methoxy-4-(morpholinosulfonyl)phenyl)amino)-7H-pyrrolo[2,3-d]pyrimidine-5-carbonitrile C1(CCC1)NC=1C2=C(N=C(N1)NC1=C(C=C(C=C1)S(=O)(=O)N1CCOCC1)OC)NC=C2C#N